Copper hexamercaptobenzene SC1=C(C(=C(C(=C1S)S)S)S)S.[Cu]